(R)-4-(1-(5-(3,5-difluorophenyl)-1-(4-(trifluoromethyl)benzyl)-1H-indole-7-carboxamido)ethyl)benzoic acid FC=1C=C(C=C(C1)F)C=1C=C2C=CN(C2=C(C1)C(=O)N[C@H](C)C1=CC=C(C(=O)O)C=C1)CC1=CC=C(C=C1)C(F)(F)F